C1(CCCCC1)COC1=CC=CC=2C3NC(N(C(OC21)(C3)C)C=3C=C(C(=O)NCCC2=CC=C(C=C2)C)C=CC3)=O 3-(10-(cyclohexylmethoxy)-2-methyl-4-oxo-5,6-dihydro-2H-2,6-methanobenzo[g][1,3,5]oxadiazocin-3(4H)-yl)-N-(4-methylphenethyl)benzamide